CC1(CC(C1)NC1=NN2C(C=N1)=C(C=C2)C2=CC=1C(=NC=CN1)N=C2)N 1-methyl-N3-(5-(pyrido[2,3-b]pyrazin-7-yl)pyrrolo[2,1-f][1,2,4]triazin-2-yl)cyclobutane-1,3-diamine